C(C)(C)C1=C(NC=2C1=NC(=CC2)N2CCN(CC2)C)C=2C=C(C=1N(C2)N=CN1)OC 6-(3-Isopropyl-5-(4-methylpiperazin-1-yl)-1H-pyrrolo[3,2-b]pyridin-2-yl)-8-methoxy-[1,2,4]triazolo[1,5-a]pyridin